(S)-1-((1,3-dioxoisoindolin-2-yl)methyl)-8-(((S)-1-(thiazole-5-carbonyl)pyrrolidin-3-yl)oxy)-1,2,3,4-tetrahydroisoquinoline O=C1N(C(C2=CC=CC=C12)=O)C[C@H]1NCCC2=CC=CC(=C12)O[C@@H]1CN(CC1)C(=O)C1=CN=CS1